(1s,4s)-1-(1-hydroxyethyl)-7-azabicyclo[2.2.1]heptane-7-carboxylic acid tert-butyl ester C(C)(C)(C)OC(=O)N1C2(CCC1CC2)[C@H](C)O